Ethyl (Z)-2-(2-((4-methylcyclohexyl)imino)-4-(naphthalen-2-ylmethyl)-5-oxo-2,5-dihydrofuran-3-yl)acetate CC1CCC(CC1)\N=C\1/OC(C(=C1CC(=O)OCC)CC1=CC2=CC=CC=C2C=C1)=O